ClC1=C(C(=C(C=C1OC)OC)Cl)C1=NC(=C2C=C(N=CC2=C1)N[C@H]1[C@H](COC1)NC(C=C)=O)N1CCOCC1 N-((3R,4S)-4-((7-(2,6-dichloro-3,5-dimethoxyphenyl)-5-morpholino-2,6-naphthyridin-3-yl)amino)tetrahydrofuran-3-yl)acrylamide